O(C)C([C@H]1N(CCC1)C(=O)C=1N(C=CN1)C)(C1=CC=CC=C1)C1=CC=CC=C1 (S)-(2-(methoxyl-diphenyl-methyl)pyrrolidine-1-yl)(1-methyl-1H-imidazole-2-yl)methanone